BrC1=CC=CC(=N1)C(=O)NC1=C(C=C(C=C1)N1CCOCC1)N1CCCCC1 6-bromo-N-(4-morpholino-2-(piperidin-1-yl)phenyl)pyridineamide